BrCC(=O)C1=CC(=CC=C1)F α-bromo-m-fluoroacetophenone